2-(4-chlorophenoxy)-2-methylpropionate ClC1=CC=C(OC(C(=O)[O-])(C)C)C=C1